N1C=CC2=CC(=CC=C12)OCCCCN1CC=2N(C3=CC=CC=C3C2CC1)C 2-(4-((1H-indol-5-yl)oxy)butyl)-9-methyl-2,3,4,9-tetrahydro-1H-pyrido[3,4-b]indole